boc-4-aminobenzyl alcohol C(=O)(OC(C)(C)C)C(C1=CC=C(C=C1)N)O